3-(7-(5-amino-3-chloro-2-(trifluoromethyl)phenyl)-8-fluoro-2-(((2R,7aS)-2-fluorotetrahydro-1H-pyrrolizin-7a(5H)-yl)methoxy)pyrido[4,3-d]pyrimidin-4-yl)-3-azabicyclo[4.1.0]heptan-1-ol NC=1C=C(C(=C(C1)C1=C(C=2N=C(N=C(C2C=N1)N1CC2(CC2CC1)O)OC[C@]12CCCN2C[C@@H](C1)F)F)C(F)(F)F)Cl